FCC(N1CCN(CC1)C)C1=CC=C(C=C1)[N+](=O)[O-] 2-fluoro-4-nitro-1-(4-methylpiperazin-1-yl)ethylbenzene